ClC1=C(C=CC=C1NC(=O)C=1N(C2=C(CN(CC2)C)N1)C)C1=C(C(=CC=C1)C1=NC(=C(C=C1)CN1CC(C1)F)OC)F N-(2-chloro-2'-fluoro-3'-(5-((3-fluoroazetidin-1-yl)methyl)-6-methoxypyridin-2-yl)-[1,1'-biphenyl]-3-yl)-1,5-dimethyl-4,5,6,7-tetrahydro-1H-imidazo[4,5-c]pyridine-2-carboxamide